C12CC(CC2C1)OC=1C=CC2=C(C(=C(O2)C)C(=O)OCC)C1 ethyl 5-(bicyclo[3.1.0]hexan-3-yloxy)-2-methylbenzofuran-3-carboxylate